((R)-1-((S)-2-(5-fluoro-2-methoxybenzamido)-3-phenylpropionamido)-3-methylbutyl)boronic acid FC=1C=CC(=C(C(=O)N[C@H](C(=O)N[C@@H](CC(C)C)B(O)O)CC2=CC=CC=C2)C1)OC